FC1=C(C=CC=C1)N=C=O 1-fluoro-2-isocyanatobenzene